C(C)(C)C1=C(C=CC=C1)C1=CC=CC=C1 i-propyl-1,1'-biphenyl